BrC=1C=NN(C1)C(C(=O)O)(C)C 2-(4-bromopyrazol-1-yl)-2-methyl-propionic acid